C(C)(=O)N1C(C(C2=CC=CC=C12)=O)=CC1=NC2=CC=CC=C2C=C1 2-((1-acetyl-3-oxoindolin-2-ylidene)methyl)quinolin